4-(((1-(3-((7-oxo-7H-furo[3,2-g]chromen-4-yl)oxy)propyl)piperidin-4-yl)amino)methyl)benzonitrile O=C1OC2=CC3=C(C(=C2C=C1)OCCCN1CCC(CC1)NCC1=CC=C(C#N)C=C1)C=CO3